2-(1-(piperidin-4-yl)-1H-1,2,3-triazol-4-yl)-4H-thieno[3,2-b]Pyrrole N1CCC(CC1)N1N=NC(=C1)C1=CC=2NC=CC2S1